ClC1=CC=C(C=C1)C=1C=C(N(N1)C)OCC1=C(C=CC=C1)/C(/C(=O)OC)=C\OC methyl (E)-2-[2-[[5-(4-chlorophenyl)-2-methylpyrazol-3-yl]oxymethyl]phenyl]-3-methoxyprop-2-enoate